OC1=C(C(=O)O[C@H]2[C@@H](OC3=CC(=CC(=C3C2)O)O)C2=CC(=C(C(=C2)O)O)O)C=CC(=C1O)O (2S,3R)-5,7-dihydroxy-2-(3,4,5-trihydroxyphenyl)chroman-3-yl 2,3,4-trihydroxybenzoate